C(C1=CC=CC=C1)N1C(C(CCC1=O)N1C(C2=CC=CC(=C2C1=O)NCCOCCOC1=CC2=C(N(C=N2)C2=CC=C(C=C2)NC(=O)NC=2NN=C(C2)C(C)(C)C)C=C1)=O)=O {4-[5-(2-{2-[2-(1-benzyl-2,6-dioxopiperidin-3-yl)-1,3-dioxo-2,3-dihydro-1H-isoindol-4-ylamino]-ethoxy}-ethoxy)-benzimidazol-1-yl]-phenyl}-3-(5-tert-butyl-2H-pyrazol-3-yl)-urea